[Cu+].C1=2C3=C(C(N1)=CC=1C4=C(C(N1)=CC1=C5C(=C(N1)C=C1C6=C(C(=N1)C2)C=CC=C6)C=CC=C5)C=CC=C4)C=CC=C3 Tetrabenzoporphine copper (I)